Cl.N1CNCC1=O dihydro-1H-imidazol-5-one hydrochloride